pregnan-16-ene CCC1=CC[C@H]2[C@@H]3CCC4CCCC[C@]4(C)[C@H]3CC[C@]12C